N1(N=CN=C1)C1CCN(CC1)C(=O)OC(C)(C)C tert-Butyl 4-(1H-1,2,4-triazol-1-yl)piperidine-1-carboxylate